O=C1NC(CCC1N1C(C2=CC=C(C=C2C1O)OC1CN(C1)C(=O)OC(C)(C)C)=O)=O tert-butyl 3-[[2-(2,6-dioxopiperidin-3-yl)-3-hydroxy-1-oxo-3H-isoindol-5-yl]oxy]azetidine-1-carboxylate